5-Aminohexahydro-6,7,8-trihydroxy-3H-oxazolo[3,4-a]pyridin-3-one NC1C(C(C(C2N1C(OC2)=O)O)O)O